N1C=CC2=CC(=CC=C12)CC1(NC(=NC(=C1)C1=C2C=CNC2=CC=C1)N)N 4-((1H-indol-5-yl)methyl)-6-(1H-indol-4-yl)pyrimidine-2,4-diamine